OC1(CN(C1)C1=CC(=NC=C1)C(=O)NC=1C=CC=C2C=CC=NC12)C 4-(3-hydroxy-3-methylazetidin-1-yl)-N-(quinolin-8-yl)picolinamide